2-(1-methyl-1H-pyrazol-4-yl)-4-((6-nitropyridin-3-yl)oxy)pyridine CN1N=CC(=C1)C1=NC=CC(=C1)OC=1C=NC(=CC1)[N+](=O)[O-]